BrC1=CC=2NC(=C(C2S1)C(C)C)C=1C(=C(C=2N(C1)N=CN2)C)C 2-bromo-5-(7,8-dimethyl-[1,2,4]triazolo[1,5-a]pyridin-6-yl)-6-isopropyl-4H-thieno[3,2-b]pyrrole